2-(dibenzo[b,d]furan-2-yl)-2-phenylsuccinic acid C1=C(C=CC=2OC3=C(C21)C=CC=C3)C(C(=O)O)(CC(=O)O)C3=CC=CC=C3